C(C)(=O)N1CCC(CC1)C(C)(O)C=1C=C2C(N([C@@](C2=C(C1)F)(OC)C1=CC=C(C=C1)Cl)CC1=CC=C(C=N1)C#N)=O 6-{[(1R)-5-[1-(1-acetylpiperidin-4-yl)-1-hydroxyethyl]-1-(4-chlorophenyl)-7-fluoro-1-methoxy-3-oxo-2,3-dihydro-1H-isoindol-2-yl]methyl}pyridine-3-carbonitrile